3-(5-bromo-2-(trifluoromethyl)pyridin-4-yl)-N-methoxy-N-methylpropionamide BrC=1C(=CC(=NC1)C(F)(F)F)CCC(=O)N(C)OC